ClC1=C(OC(CO)C=C)C=CC=C1 2-(2-chlorophenoxy)but-3-en-1-ol